FC1([C@H](C=2C(=NN(C2CC1)CC[C@H](C#N)C)C(F)(F)F)O)F (2R)-4-[(4S)-5,5-difluoro-4-hydroxy-3-(trifluoromethyl)-6,7-dihydro-4H-indazol-1-yl]-2-methylbutanenitrile